rac-6-bromo-5-oxo-2-phenyl-N-(4-(trifluoromethyl)phenyl)-5,7,8,9-tetrahydropyrrolo[1,2-c][1,2,4]triazolo[1,5-a]pyrimidine-9-carboxamide BrC1=C2N(C=3N(C1=O)N=C(N3)C3=CC=CC=C3)[C@H](CC2)C(=O)NC2=CC=C(C=C2)C(F)(F)F |r|